2-(naphthalen-1-yl)-6-nitroquinazolin-4-amine C1(=CC=CC2=CC=CC=C12)C1=NC2=CC=C(C=C2C(=N1)N)[N+](=O)[O-]